3'-methyl-4'-(N-methylpropanamido)-N-(pyridin-3-ylmethyl)-[1,1'-biphenyl]-4-carboxamide CC=1C=C(C=CC1N(C(CC)=O)C)C1=CC=C(C=C1)C(=O)NCC=1C=NC=CC1